N-(2,4-difluoro-3-(5-(4-fluoro-2-methylphenyl)-1H-pyrrolo[2,3-b]pyridine-3-carbonyl)phenyl)butane-1-sulfonamide FC1=C(C=CC(=C1C(=O)C1=CNC2=NC=C(C=C21)C2=C(C=C(C=C2)F)C)F)NS(=O)(=O)CCCC